O=S1(CC(C=C1)NC(=O)C=1C(NC2=CC(=CC=C2C1)C1CCOCC1)=O)=O N-(1,1-Dioxido-2,3-dihydrothiophen-3-yl)-2-oxo-7-(tetrahydro-2H-pyran-4-yl)-1,2-dihydroquinoline-3-carboxamide